ClC1=CC=NC2=CC(=C(C=C12)OC)OCCN1CCN(CC1)C 4-chloro-6-methoxy-7-[2-(4-methylpiperazin-1-yl)ethoxy]quinoline